NC1=NC(=CC(=N1)N)CC 2,4-diamino-6-ethylpyrimidine